F[13C]([13C](=O)O)([13C]([13C]([13C]([13C]([13C]([13C]([13C](F)(F)F)(F)F)(F)F)(F)F)(F)F)(F)F)(F)F)F perfluoro-n-nonanoic acid-13C9